3-glycidyl-oxypropyl-triethoxysilane C(C1CO1)OCCC[Si](OCC)(OCC)OCC